N,N,N-trimethyl-3-{[methyl({10-[methyl({[3-(trimethylazaniumyl)phenoxy]carbonyl})amino]decyl})carbamoyl]oxy}anilinium C[N+](C1=CC(=CC=C1)OC(N(CCCCCCCCCCN(C(=O)OC1=CC(=CC=C1)[N+](C)(C)C)C)C)=O)(C)C